5-amino-2-[2-(2,2-difluoroethylamino)-5-fluoro-3-pyridyl]-6-(3-methoxy-2,6-dimethyl-phenyl)pyrimidine-4-carboxamide NC=1C(=NC(=NC1C1=C(C(=CC=C1C)OC)C)C=1C(=NC=C(C1)F)NCC(F)F)C(=O)N